5-cyano-2-(ethylthio)benzoyl chloride C(#N)C=1C=CC(=C(C(=O)Cl)C1)SCC